CC=1C(=CC=CC1)S(=O)(=O)OC=1C=C(C=CC1)NC(=O)N [3-(o-Toluenesulfonyloxy)phenyl]urea